C1(=CC(=CC=C1)COC=1C(=CC2=C(N=C[C@H]3N(C2=O)CC(C3)=C)C1)OC)COC=1C(=CC3=C(N=C[C@H]2N(C3=O)CC(C2)=C)C1)OC (11aS,11a'S)-8,8'-((1,3-phenylenebis(methylene))bis(oxy))bis(7-methoxy-2-methylene-1,2,3,11a-tetrahydro-5H-benzo[e]pyrrolo[1,2-a][1,4]diazepin-5-one)